7-((2-fluoro-6-(trifluoromethyl)benzyl)oxy)-3,4-dihydroisoquinoline-2(1H)-carboxylic acid tert-butyl ester C(C)(C)(C)OC(=O)N1CC2=CC(=CC=C2CC1)OCC1=C(C=CC=C1C(F)(F)F)F